C1(=CC=CC=C1)S(=O)(=O)C1=CC=C(C=C1)C(CCC)=NO 1-(4-phenylsulfonylphenyl)-butan-1-one-oxime